Cl.N[C@H](C(=O)N[C@H](C(=O)O)CC(=O)OC)C (S)-2-((S)-2-aminopropionamido)-4-methoxy-4-oxobutanoic acid hydrochloride